C(C)OC(=O)C1=C(N=C2N1C=CC=C2F)SCC2=CC=CC=C2 (benzylthio)-8-fluoroimidazo[1,2-a]pyridine-3-carboxylic acid ethyl ester